(S)-(3-hydroxy-1-(methoxy(methyl)amino)-1-oxopropan-2-yl)carbamic acid benzyl ester C(C1=CC=CC=C1)OC(N[C@H](C(=O)N(C)OC)CO)=O